N-(4-(6-(1-acryloylpiperidin-3-yl)-3-amino-1H-pyrazolo[4,3-c]pyridin-4-yl)benzyl)-5-fluoro-2-methoxybenzamide C(C=C)(=O)N1CC(CCC1)C1=CC2=C(C(=N1)C1=CC=C(CNC(C3=C(C=CC(=C3)F)OC)=O)C=C1)C(=NN2)N